C[C@H](C=O)NC(OC(C)(C)C)=O tert-butyl N-[(1R)-1-methyl-2-oxo-ethyl]carbamate